tert-Butyl N-tert-butoxycarbonyl-N-(4,6-dichloro-pyrimidin-2-yl)carbamate C(C)(C)(C)OC(=O)N(C(OC(C)(C)C)=O)C1=NC(=CC(=N1)Cl)Cl